C(=C\CCCC)/C1=C(C(=NC=C1)N1C(C[C@@H](C1)C)(C)C)C(=O)N (E)-hex-1-enyl-2-[(4S)-2,2,4-trimethylpyrrolidin-1-yl]pyridine-3-carboxamide